2-Phenylethyl 3,4-dihydroxy-cinnamat OC=1C=C(C=CC(=O)OCCC2=CC=CC=C2)C=CC1O